The molecule is the L-stereoisomer of N-(2,4-dinitrophenyl)serine, an L-serine derivative having a 2,4-dinitrophenyl) substituent on nitrogen. It is a C-nitro compound and a L-serine derivative. It contains a hydroxymethyl group. C1=CC(=C(C=C1[N+](=O)[O-])[N+](=O)[O-])N[C@@H](CO)C(=O)O